6-(3-(dimethylamino)azetidin-1-yl)-[1,2,4]triazolo[1,5-a]pyridine CN(C1CN(C1)C=1C=CC=2N(C1)N=CN2)C